FC(OC1=CC(=NN1)NC1=NC(=CN=C1)O[C@@H]1[C@H](CNCC1)C)F N-(5-(difluoromethoxy)-1H-pyrazol-3-yl)-6-(((3S,4S)-3-methylpiperidin-4-yl)oxy)pyrazin-2-amine